FC1=CC=C(C=C1)CC(C)=O 1-(4'-fluorophenyl)propan-2-one